(5Z,8Z,11Z,14Z)-2-((4-hydroxy-2-iodo-5-methoxy-benzyl)amino)-2-oxoethyl icosa-5,8,11,14-tetraenoate C(CCC\C=C/C\C=C/C\C=C/C\C=C/CCCCC)(=O)OCC(=O)NCC1=C(C=C(C(=C1)OC)O)I